5-(4-(4-(2,6-difluorobenzyl)-5-oxo-4,5-dihydro-1H-1,2,4-triazol-1-yl)-2-fluorophenoxy)-2-methylthiazole-4-carboxylic acid methyl ester COC(=O)C=1N=C(SC1OC1=C(C=C(C=C1)N1N=CN(C1=O)CC1=C(C=CC=C1F)F)F)C